C1(CC1)C(CNC=1N=CC2=C(N1)NC=C2C2=CC=1N(C=C2)N=CC1)(F)F N-(2-cyclopropyl-2,2-difluoroethyl)-5-(pyrazolo[1,5-a]pyridin-5-yl)-7H-pyrrolo[2,3-d]pyrimidin-2-amine